6-(5-bromo-2-(4-(6-(4,4-difluorocyclohex-1-en-1-yl)-3-fluoropyridin-2-yl)-1H-1,2,3-triazol-1-yl)phenyl)-6-azaspiro[2.5]octane BrC=1C=CC(=C(C1)N1CCC2(CC2)CC1)N1N=NC(=C1)C1=NC(=CC=C1F)C1=CCC(CC1)(F)F